3-Bromo-1-(3-(cyclopropylmethoxy)phenyl)-5-isobutyl-1H-pyrazole BrC1=NN(C(=C1)CC(C)C)C1=CC(=CC=C1)OCC1CC1